N1(CCC1)CCNC=1N=C(N=NC1CC1=CC=C(C=C1)F)CC N-(2-(azetidin-1-yl)ethyl)-3-ethyl-6-(4-fluorobenzyl)-1,2,4-triazin-5-amine